benzo[d]thiazole-6-carboxylate S1C=NC2=C1C=C(C=C2)C(=O)[O-]